ClCCN(C1=CC2=C(N(C(=N2)CCCC(=O)O)C)C=C1)CCCl 4-[5-[bis(2-chloroethyl)amino]-1-methyl-1H-benzo[d]imidazol-2-yl]butanoic acid